3,7-diethyl-4,6-nonane-dione C(C)C(CC)C(CC(C(CC)CC)=O)=O